COC1=CC=C(CN2N=C(C3=CC=CC=C23)C=2C=C3CN(C(C3=CC2)=O)C2C(NC(CC2)=O)=O)C=C1 3-(5-(1-(4-methoxybenzyl)-1H-indazol-3-yl)-1-oxoisoindolin-2-yl)piperidine-2,6-dione